Methyl 4-azido-2,3,6-tri-O-benzoyl-4-deoxy-β-D-glucopyranoside N(=[N+]=[N-])[C@H]1[C@@H]([C@H]([C@H](OC)O[C@@H]1COC(C1=CC=CC=C1)=O)OC(C1=CC=CC=C1)=O)OC(C1=CC=CC=C1)=O